Benzyl (imino(4-(((2S)-2-((4R)-4-(3-((methoxymethoxy)methyl)phenyl)pyrrolidine-2-carboxamido)propanamido)methyl)phenyl)methyl)carbamate N=C(C1=CC=C(C=C1)CNC([C@H](C)NC(=O)C1NC[C@H](C1)C1=CC(=CC=C1)COCOC)=O)NC(OCC1=CC=CC=C1)=O